tert-butyl-4-[[4-(4,4,5,5-tetramethyl-1,3,2-dioxaborolan-2-yl)-3,6-dihydro-2H-pyridin-1-yl]methyl]piperidine-1-carboxylate C(C)(C)(C)OC(=O)N1CCC(CC1)CN1CCC(=CC1)B1OC(C(O1)(C)C)(C)C